1,4-azathiane N1CCSCC1